C(C)NC1C(NC(CC1)=O)=O 3-(ethylamino)piperidine-2,6-dione